[4-(2-tetrahydropyran-4-yl-3H-imidazo[4,5-b]pyridin-7-yl)-1-piperidyl]methanone O1CCC(CC1)C1=NC=2C(=NC=CC2C2CCN(CC2)C=O)N1